tert-butyl N-[(tert-butoxy)carbonyl]-N-[4-fluoro-3-({2-[(1-methyl-1H-pyrazol-4-yl)amino]-5-[4-(trifluoromethyl)phenyl]pyridin-4-yl}amino)phenyl]carbamate C(C)(C)(C)OC(=O)N(C(OC(C)(C)C)=O)C1=CC(=C(C=C1)F)NC1=CC(=NC=C1C1=CC=C(C=C1)C(F)(F)F)NC=1C=NN(C1)C